2-amino-6-cyclopropyl-5-(difluoromethoxy)pyridine-3-carbonitrile NC1=NC(=C(C=C1C#N)OC(F)F)C1CC1